2-[8-(4-chlorobutanoylamino)-2-naphthyl]-N-(1-methyl-4-piperidyl)pyrimidine-4-carboxamide ClCCCC(=O)NC=1C=CC=C2C=CC(=CC12)C1=NC=CC(=N1)C(=O)NC1CCN(CC1)C